ClC1=CC(=C(C=N1)C1=NC=C(C=C1F)CN1CCN(CC1)C)N[C@H](CCO)C (S)-3-((6'-Chloro-3-fluoro-5-((4-methylpiperazin-1-yl)methyl)-[2,3'-bipyridin]-4'-yl)amino)butan-1-ol